N-[(6-Amino-2-pyridyl)sulfonyl]-6-tert-butyl-5-[(E)-pent-1-enyl]-2-[(4S)-2,2,4-trimethylpyrrolidin-1-yl]pyridin-3-carboxamid NC1=CC=CC(=N1)S(=O)(=O)NC(=O)C=1C(=NC(=C(C1)\C=C\CCC)C(C)(C)C)N1C(C[C@@H](C1)C)(C)C